(R)-1-(5-((s)-2,6-dioxopiperidin-3-yl)pyridin-2-yl)pyrrolidine O=C1NC(CC[C@H]1C=1C=CC(=NC1)N1CCCC1)=O